C(C)N1NC(C=2C1=NC(=CC2)NC2=NC=C(C(=C2)N[C@H](CO)C2=CC=CC=C2)C2=NC(=NO2)C2=CC=NC=C2)=O (S)-1-ethyl-6-((4-((2-hydroxy-1-phenylethyl)amino)-5-(3-(pyridin-4-yl)-1,2,4-oxadiazol-5-yl)pyridin-2-yl)amino)-1,2-dihydro-3H-pyrazolo[3,4-b]pyridin-3-one